4-(methylthio)phenyl isothiocyanate CSC1=CC=C(C=C1)N=C=S